(4-aminopiperidin-1-yl)(3-(imidazo[1,2-a]pyridin-2-yl)phenyl)methanone NC1CCN(CC1)C(=O)C1=CC(=CC=C1)C=1N=C2N(C=CC=C2)C1